FC1(CCC(CC1)CN1CCC2(CC1)COC1=C3CN(C(C3=CC=C12)=O)C1C(NC(CC1)=O)=O)F 3-(1'-((4,4-difluorocyclohexyl)methyl)-6-oxo-6,8-dihydro-2H,7H-spiro[furo[2,3-e]isoindole-3,4'-piperidin]-7-yl)piperidine-2,6-dione